C(CCCCCCC\C=C/C\C=C/CCCCC)OC(CCC\C=C/C\C=C/C\C=C/C\C=C/CCCCC)=O arachidonic acid linoleyl ester